BrC1=CC(=C(C=C1)[C@@H](C(F)(F)F)N[S@](=O)C(C)(C)C)C (R)-N-[(1S)-1-(4-bromo-2-methyl-phenyl)-2,2,2-trifluoro-ethyl]-2-methyl-propane-2-sulfinamide